The molecule is a phosphatidylglycerol in which the phosphatidyl acyl groups are both lauroyl. It is a phosphatidylglycerol and a dodecanoate ester. It derives from a dodecanoic acid. CCCCCCCCCCCC(=O)OCC(COP(=O)(O)OCC(CO)O)OC(=O)CCCCCCCCCCC